4-amino-N-[(1S)-1-(4-chlorophenyl)-3-(4-methylpiperazin-1-yl)propyl]-1-(7H-pyrrolo[2,3-d]pyrimidin-4-yl)piperidine-4-carboxamide NC1(CCN(CC1)C=1C2=C(N=CN1)NC=C2)C(=O)N[C@@H](CCN2CCN(CC2)C)C2=CC=C(C=C2)Cl